C(=O)C1N(N(C(C1)C=O)C(=O)OC(C)(C)C)C(=O)OC(C)(C)C di-tert-butyl 3,5-diformylpyrazolidine-1,2-dicarboxylate